C[C@@H]1CC2=C(NC3=CC=CC=C23)[C@H](N1CC(F)(F)F)C1=NC=CC=C1N ((1S,3R)-3-methyl-2-(2,2,2-trifluoroethyl)-2,3,4,9-tetrahydro-1H-pyrido[3,4-b]indole-1-yl)pyridin-3-amine